(6S)-N'-((1,2,3,5,6,7-hexahydro-s-indacen-4-yl)carbamoyl)-6-(2-(methylamino)ethoxy)-6,7-dihydro-5H-pyrazolo[5,1-b][1,3]oxazine-3-sulfonimidamide C1CCC2=C(C=3CCCC3C=C12)NC(=O)N=S(=O)(N)C=1C=NN2C1OC[C@H](C2)OCCNC